COC(C=CC1=C(C(=CC=C1OC1=CC=C(C=C1)[N+](=O)[O-])OC1=CC=C(C=C1)[N+](=O)[O-])O)=O 2-hydroxy-3,6-bis(4-nitrophenyloxy)-cinnamic acid methyl ester